3,4-difluoro-N-methylbenzenesulfonamide FC=1C=C(C=CC1F)S(=O)(=O)NC